COC(=O)C12CC(C1)(C2)N2N=CC(=C2)C2=CC=C(C=C2)Cl 3-(4-(4-chlorophenyl)-1H-pyrazol-1-yl)bicyclo[1.1.1]pentane-1-carboxylic acid methyl ester